OC1=CC=C(C=C1)C1N(CC(CC1)C)C(C(=O)NC=1C=NC(=C(C(=O)N)C1)OC)=O 5-(2-(2-(4-hydroxyphenyl)-5-methylpiperidin-1-yl)-2-oxoacetamido)-2-methoxynicotinamide